3-triazole-carboxylic acid N1=NN(C=C1)C(=O)O